(S)-1-benzyl-3-(2-methoxyethyl)-3-methylpiperazine C(C1=CC=CC=C1)N1C[C@](NCC1)(C)CCOC